NC1=C2C(=NC=N1)N(N=C2C(=O)O)C2CN(C2)C(=O)OC(C)(C)C 4-amino-1-(1-(tert-butoxycarbonyl)azetidin-3-yl)-1H-pyrazolo[3,4-d]pyrimidine-3-carboxylic acid